tert-butyl-rel-(2R,3R)-3-{[(2-ethoxy-2-oxoethyl)amino]methyl}-3-[(2-methylpropane-2-sulfinyl)amino]-2-({[(CIS)-4-phenylcyclohexyl]oxy}methyl)piperidine-1-carboxylate C(C)(C)(C)OC(=O)N1[C@H]([C@](CCC1)(NS(=O)C(C)(C)C)CNCC(=O)OCC)CO[C@@H]1CC[C@@H](CC1)C1=CC=CC=C1 |o1:8,9|